C(=C)C1=C(C(=CC=C1)C=C)O 2,6-divinylphenol